CC=1C=C(C=CC1OC1=CC2=C(N(N=N2)C)C=C1)NC=1C2=C(N=CN1)C=NC(=N2)S(=O)C N-[3-methyl-4-(1-methylbenzotriazol-5-yl)oxy-phenyl]-6-methylsulfinyl-pyrimido[5,4-d]pyrimidin-4-amine